C(=O)O.C(=O)O.C1(CC(CCC1)CNNCNC(=N)N1CC2=CC=CC=C2CC1)CNNCNC(=N)N1CC2=CC=CC=C2CC1 N,N''-(((cyclohexane-1,3-diylbis(methylene))bis(azanediyl))bis(iminomethylene))bis(3,4-dihydroisoquinoline-2(1H)-carboximidamide) diformate